C(=O)(OC(C)(C)C)N[C@H](CC1=CC=CC=C1)C(=O)O Boc-d-Phenylalanine